methoxyethyl-lithium sulfate S(=O)(=O)(O)O.COCC[Li]